2-[(tert-butyldimethylsilyl)oxy]-4-(4-{[(2,4-dimethoxyphenyl)methyl]amino}-5-(1-methyl-1H-pyrazol-3-yl)-7H-pyrrolo[2,3-d]pyrimidin-7-yl)cyclopentane [Si](C)(C)(C(C)(C)C)OC1CCC(C1)N1C=C(C2=C1N=CN=C2NCC2=C(C=C(C=C2)OC)OC)C2=NN(C=C2)C